COCOC=1C=C(C=CC1C=O)C1=CC(=C(C=C1)C=O)OCOC 3,3'-bis(methoxymethoxy)-[1,1'-biphenyl]-4,4'-dicarbaldehyde